2-(4-(2-amino-6-(4-fluorophenyl)-5-(4-methylquinazolin-6-yl)pyridin-3-yl)-1H-pyrazol-1-yl)acetamide NC1=NC(=C(C=C1C=1C=NN(C1)CC(=O)N)C=1C=C2C(=NC=NC2=CC1)C)C1=CC=C(C=C1)F